tert.-Butyl-(2-((2-Cyanobenzo[d]thiazol-6-yl)oxy)ethyl)carbamat C(C)(C)(C)OC(NCCOC1=CC2=C(N=C(S2)C#N)C=C1)=O